3-Cyclopropyl-1-((3,3-difluoro-1-methylcyclobutyl)methyl)-N-(2-(ethylsulfonimidoyl)pyridin-4-yl)-4-(trifluoromethyl)-1H-pyrazole-5-carboxamide C1(CC1)C1=NN(C(=C1C(F)(F)F)C(=O)NC1=CC(=NC=C1)S(=O)(=N)CC)CC1(CC(C1)(F)F)C